6-(4-fluorophenyl)-8-((4-hydroxypiperidin-1-yl)sulfonyl)quinazolin-4-ol FC1=CC=C(C=C1)C=1C=C2C(=NC=NC2=C(C1)S(=O)(=O)N1CCC(CC1)O)O